(S)-2-(tert-butoxy)-2-(7-(4-chlorophenyl)-5-methyl-2-(3-(1-(oxetan-3-yl)piperidin-4-yl)pyrazolo[1,5-a]pyrimidin-5-yl)benzo[d]thiazol-6-yl)acetic acid C(C)(C)(C)O[C@H](C(=O)O)C1=C(C2=C(N=C(S2)C2=NC=3N(C=C2)N=CC3C3CCN(CC3)C3COC3)C=C1C)C1=CC=C(C=C1)Cl